CC=1C(=NC=C(C#N)C1)N1CC=2C=C(C=NC2CC1)NC1=CC=NN1C 5-methyl-6-(3-((1-methyl-1H-pyrazol-5-yl)amino)-7,8-dihydro-1,6-naphthyridin-6(5H)-yl)nicotinonitrile